6-bromobenzo-[d]oxazole BrC1=CC2=C(N=CO2)C=C1